C(C)(=O)O[BH-](OC(C)=O)OC(C)=O.[Na+] Sodium (triacetoxy)borohydride